{9-[(2,6-difluorophenyl)methyl]-5-carbamoylcarbazol-4-yl}oxyacetic acid FC1=C(C(=CC=C1)F)CN1C2=CC=CC(=C2C=2C(=CC=CC12)OCC(=O)O)C(N)=O